rac-N-((4R,5R)-7-ethyl-4-(4-fluorophenyl)-3-(((1-methylvinyl)sulfonamido)methyl)-6-oxo-1-phenyl-4,5,6,7-tetrahydro-1H-pyrazolo[3,4-b]pyridin-5-yl)-3-(trifluoromethyl)benzamide C(C)N1C2=C([C@H]([C@H](C1=O)NC(C1=CC(=CC=C1)C(F)(F)F)=O)C1=CC=C(C=C1)F)C(=NN2C2=CC=CC=C2)CNS(=O)(=O)C(=C)C |r|